5-fluoro-4-(4-fluoro-1-isopropyl-2-methyl-1H-benzo[d]imidazol-6-yl)pyridin-2-amine FC=1C(=CC(=NC1)N)C=1C=C(C2=C(N(C(=N2)C)C(C)C)C1)F